OC[C@H]1N(C[C@@H]([C@H]([C@@H]1O)O)O)CC1=CC=C(C=C1)CNC1=CC(=CC(=C1)C=1OC=CN1)C (2R,3R,4R,5S)-2-(hydroxymethyl)-1-{[4-({[3-methyl-5-(1,3-oxazol-2-yl)phenyl]amino}methyl)phenyl]methyl}piperidine-3,4,5-triol